OC(C)C1=C(C=CC=C1)NC(C1=CC(=CC=C1)N1C=NC=C1)=O N-(2-(1-hydroxyethyl)phenyl)-3-(1H-imidazol-1-yl)benzamide